(ethoxy)dimethyl-silicon C(C)O[Si](C)C